methacrylborate-silane [SiH4].C(=O)(C(=C)C)OB(O)O